BrC1=C(C(=CC=2N(C(OCC21)=O)CC(F)F)Br)C(O)C2=C(C=CC(=C2)F)Cl 5,7-dibromo-6-[(2-chloro-5-fluorophenyl)(hydroxy)methyl]-1-(2,2-difluoroethyl)-2,4-dihydro-1H-benzo[d][1,3]oxazin-2-one